O1C2C(OCC1)CCCC2 octahydro-benzo[b][1,4]dioxine